CC=1OC=C2C(N1)=CC=CC2=N 2-methyl-5-imino-benzo[d][1,3]oxazine